ClC=1C(N(C(=CC1OC([2H])([2H])C1=C(C=C(C=C1)F)F)C)C1=CC(=NC=C1C)N1N=C(C=C1)C(C)(C)O)=O 3-chloro-4-((2,4-difluorophenyl)methoxy-d2)-2'-(3-(2-hydroxyl-Propan-2-yl)-1H-pyrazol-1-yl)-5',6-dimethyl-2H-[1,4'-bipyridyl]-2-one